ethyl 5-(3-fluorobenzyl)-3-((isoquinoline-1-carboxamido)methyl)-4,5-dihydroisoxazole-5-carboxylate FC=1C=C(CC2(CC(=NO2)CNC(=O)C2=NC=CC3=CC=CC=C23)C(=O)OCC)C=CC1